4-[(2,4-dichloropyrimidin-5-yl)methyl]-3-methyl-1λ6-thiomorpholine-1,1-dione hexyl-(R)-3-hydroxybutyrate C(CCCCC)OC(C[C@@H](C)O)=O.ClC1=NC=C(C(=N1)Cl)CN1C(CS(CC1)(=O)=O)C